C1(CC1)NC1=C(C=C(C(=C1)F)F)C=1N=NC=C(C1C(=O)N)C (2-(cyclopropylamino)-4,5-difluorophenyl)-5-methylpyridazine-4-carboxamide